S1CC=C(C=C1)C#N 2H-thiopyran-4-carbonitrile